2-([3-cyano-4-methyl-5H,6H,7H-cyclopenta[b]pyridin-2-yl]amino)-N-(4-fluorophenyl)-N-methylacetamide C(#N)C=1C(=C2C(=NC1NCC(=O)N(C)C1=CC=C(C=C1)F)CCC2)C